(3-Fluorobenzyl)-1-(1-(naphthalen-1-yl)cyclopropyl)piperidine-4-carboxamide FC=1C=C(CC2N(CCC(C2)C(=O)N)C2(CC2)C2=CC=CC3=CC=CC=C23)C=CC1